C1(=CC=CC=C1)C(CCC)C=C(C(=O)O)C.C(C(=C)C)(=O)OC(CCC)C1=CC=CC=C1 1-phenylbutyl methacrylate (1-phenylbutyl methacrylate)